NC(C[C@H]1CN(CC1)C(=O)OC(C)(C)C)C tert-Butyl (3S)-3-(2-aminopropyl)pyrrolidine-1-carboxylate